N-[2-(5-hydroxy-1H-indol-3-yl)ethyl](2-oxo-1-pyrrolidinyl)acetamide OC=1C=C2C(=CNC2=CC1)CCNC(CN1C(CCC1)=O)=O